6-(cyclobutoxy)-1-(p-toluenesulfonyl)pyrrolo[2,3-b]pyridine C1(CCC1)OC1=CC=C2C(=N1)N(C=C2)S(=O)(=O)C2=CC=C(C)C=C2